((1s,3s)-3-Hydroxy-3-methylcyclobutyl)(6-(4-methoxy-2-(trifluoromethyl)benzyl)-2-azaspiro[3.3]heptan-2-yl)methanon OC1(CC(C1)C(=O)N1CC2(C1)CC(C2)CC2=C(C=C(C=C2)OC)C(F)(F)F)C